OC1=CC=C(CNC(=O)[C@@]23NC([C@H]4[C@H]([C@@H]2N(C[C@@H]3C4)CC4=CC=C(C=C4)OC)CC(C)C)=O)C=C1 |o1:9,12,13,14,17| (3S*,3aS*,6R*,7R*,7aS*)-N-(4-hydroxybenzyl)-7-isobutyl-1-(4-methoxybenzyl)-5-oxooctahydro-3aH-3,6-methanopyrrolo[3,2-b]pyridine-3a-carboxamide